(1S,3'R,4'S,5'S,6'R)-5-Chloro-6-((5-chloro-4-methylthiophen-2-yl)methyl)-6'-methyl-3',4',5',6'-tetrahydro-3H-spiro[isobenzofuran-1,2'-pyran]-3',4',5'-triol ClC=1C=C2CO[C@]3(O[C@@H]([C@H]([C@@H]([C@H]3O)O)O)C)C2=CC1CC=1SC(=C(C1)C)Cl